4-[[(1R)-1-[3-(difluoromethyl)-2-fluoro-phenyl]ethyl]amino]-8-methyl-6-[1-(oxetan-3-ylimino)-1-oxo-thiacyclohexan-4-yl]pyrido[2,3-d]pyrimidin-7-one FC(C=1C(=C(C=CC1)[C@@H](C)NC=1C2=C(N=CN1)N(C(C(=C2)C2CCS(CC2)(=O)=NC2COC2)=O)C)F)F